C(C1=CC=CC=C1)OC=1C=C(C=C2C(C(N(C12)C)=O)=O)[N+](=O)[O-] 7-benzyloxy-1-methyl-5-nitro-indoline-2,3-dione